9,9,10-trimethyl-9,10-dihydroacridine CC1(C2=CC=CC=C2N(C=2C=CC=CC12)C)C